((1S,2S)-2-(2-(1H-indol-3-yl)-2-oxoacetamido)-1,2-diphenylethyl)carbamic acid tert-butyl ester C(C)(C)(C)OC(N[C@H]([C@H](C1=CC=CC=C1)NC(C(=O)C1=CNC2=CC=CC=C12)=O)C1=CC=CC=C1)=O